[Si](C)(C)(C(C)(C)C)OCC=1N=NN(C1)C1=NC=C(C=N1)OCC1=C(C=CC=C1C(F)(F)F)C 2-(4-{[(tert-butyldimethylsilyl)oxy]methyl}-1,2,3-triazol-1-yl)-5-{[2-methyl-6-(trifluoromethyl)phenyl]methoxy}pyrimidine